CN1CCC(CC1)C=1NC2=CC(=CC=C2C1)N1C(NC(CC1)=O)=O 1-(2-(1-Methylpiperidin-4-yl)-1H-indol-6-yl)dihydropyrimidine-2,4(1H,3H)-dione